3-methyl-6-nitro-1-[(1S)-1-phenylethyl]quinoxalin-2-one CC=1C(N(C2=CC=C(C=C2N1)[N+](=O)[O-])[C@@H](C)C1=CC=CC=C1)=O